C1[C@H]([C@@H]2[C@@H](C(=O)N1)N=C(N2)N[C@H]3[C@@H]([C@@H]([C@H]([C@H](O3)CO)OC(=O)N)O)NC(=O)C[C@H](CCCN)N)O The molecule is an N-glycosyl compound consisting of 2-amino-4-O-carbamoyl-2-deoxy-N-[(3aS,7R,7aS)-7-hydroxy-4-oxooctahydro-2H-imidazo[4,5-c]pyridin-2-ylidene]-beta-D-gulopyranosylamine in which the amino group at position 2 of the gulopyranosyl moiety is acylated by a peptide unit made up of between 1 and 7 N(epsilon)-linked units of beta-lysine. It has a role as a metabolite. It is a N-glycosyl compound, a carbamate ester, a member of guanidines, a lactam and a carboxamide.